[Si](C)(C)(C(C)(C)C)O[C@H]1C=2C=C(C=C(C2[C@H](CC1)C1=C(C(=C(C(=C1)F)Cl)C#N)C)C#N)F (5R,8R)-5-[tert-butyl(dimethyl)silyl]oxy-8-(4-chloro-3-cyano-5-fluoro-2-methylphenyl)-3-fluoro-5,6,7,8-tetrahydronaphthalene-1-carbonitrile